COC1=C(C=CC(=C1)OC)C1=C(C=C(C=C1)F)C1(CCCC1)O 1-[2-(2,4-dimethoxyphenyl)-5-fluoro-phenyl]cyclopentanol